ClC1=NC(=CC2=C1N(C=N2)C(C)C)C2=CC=C1C(=C2)N(C(C12CCN(CC2)C([C@@H](C)O)=O)=O)C2CC(C2)N2CCCCC2 6-(4-chloro-3-isopropyl-3H-imidazo[4,5-c]pyridin-6-yl)-1'-((R)-2-hydroxypropionyl)-1-((1s,3S)-3-(piperidin-1-yl)cyclobutyl)spiro[indolin-3,4'-piperidin]-2-one